N[C@H](C(=O)N[C@@]1(CN(CCC1)C(=O)[C@@H](CC(=O)OC)CC(F)(F)F)CC1=CC=C(C=C1)Cl)COC (S)-Methyl 3-((R)-3-((S)-2-Amino-3-methoxypropanamido)-3-(4-chlorobenzyl)piperidine-1-carbonyl)-5,5,5-trifluoropentanoate